The molecule is an amino disaccharide consisting of an N-acetyl-alpha-L-fucosaminyl residue linked (1->3) to an N-acetyl-alpha-D-fucosamine residue. It has a role as an epitope. C[C@H]1[C@H]([C@H]([C@@H]([C@@H](O1)O[C@H]2[C@H]([C@H](OC([C@@H]2NC(=O)C)O)C)O)NC(=O)C)O)O